BrC1=C(C(=CC(=C1)C(C(F)(F)F)(C(C(F)(F)F)(F)F)F)I)NC(C1=C(C(=CC=C1)NO)F)=O N-(2-bromo-4-(perfluorobutan-2-yl)-6-iodophenyl)-2-fluoro-3-(hydroxyamino)benzamide